acrylic acid heneicosyl ester C(CCCCCCCCCCCCCCCCCCCC)OC(C=C)=O